(R)-3-(4-cyanophenethyl)-N-(1,1-difluoroethyl)-1-(2-(pyridin-2-yl)propan-2-yl)pyrrolidine-3-carboxamide C(#N)C1=CC=C(CC[C@@]2(CN(CC2)C(C)(C)C2=NC=CC=C2)C(=O)NC(C)(F)F)C=C1